butyl-1-methylpyrazolo[3,4-d]pyrimidine-4,6-diamine C(CCC)C1=NN(C2=NC(=NC(=C21)N)N)C